trans-4-(4-bromo-phenyl)-pyrrolidine-3-carboxylic acid BrC1=CC=C(C=C1)[C@H]1[C@@H](CNC1)C(=O)O